1-(5-[(5-chlorothiophen-2-yl)methyl]amino-3-(pyrrolidin-2-yl)-1H-pyrazol-1-yl)-2,2-dimethylpropan-1-one ClC1=CC=C(S1)CNC1=CC(=NN1C(C(C)(C)C)=O)C1NCCC1